CC1=C(NC)C(=CC(=C1)C)C 2,4,6-trimethyl-N-methylaniline